(E)-N-hydroxy-3-(2-(4-((pyridin-3-ylmethyl)amino)piperidin-1-yl)phenyl)acrylamide ONC(\C=C\C1=C(C=CC=C1)N1CCC(CC1)NCC=1C=NC=CC1)=O